2-(1,3-dimethyl-2,6-dioxo-1,2,3,6-tetrahydropurin-7-yl)-N-{4-[1-(2-methyl-3-nitro-phenyl)-1H-[1,2,3]triazol-4-yl]-phenyl}acetamide CN1C(N(C=2N=CN(C2C1=O)CC(=O)NC1=CC=C(C=C1)C=1N=NN(C1)C1=C(C(=CC=C1)[N+](=O)[O-])C)C)=O